4-(5-(hydroxymethyl)-3-phenylisoxazol-4-yl)benzenesulfonamide OCC1=C(C(=NO1)C1=CC=CC=C1)C1=CC=C(C=C1)S(=O)(=O)N